(1,4-dimethyl-1H-benzo[d][1,2,3]triazol-5-yl)-3-(3-(((R)-2-ethyl-2,3-dihydro-[1,4]oxazepino[7,6-g]quinolin-4(5H)-yl)methyl)phenyl)-2,2-dimethylpropionic acid CN1N=NC2=C1C=CC(=C2C)C(C(C(=O)O)(C)C)C2=CC(=CC=C2)CN2C[C@H](OC1=CC=3C=CC=NC3C=C1C2)CC